ClC1=NC(=NC(=C1OC)C1=C(C=CC=C1C)C)N 4-chloro-6-(2,6-dimethylphenyl)-5-methoxy-pyrimidin-2-amine